(R)-6-((6-amino-2-(difluoromethyl)pyrimidin-4-yl)amino)-4-((1-fluoropropane-2-yl)amino)-N-methylnicotinamide NC1=CC(=NC(=N1)C(F)F)NC1=NC=C(C(=O)NC)C(=C1)N[C@@H](CF)C